O(CC1=CC=C(C=C1)B(C1=CC=CC=C1)OCCN)CC1=CC=C(C=C1)B(C1=CC=CC=C1)OCCN 2,2'-((((oxybis(methylene))bis(4,1-phenylene))bis(phenylboranediyl))bis(oxy))bis(ethan-1-amine)